2,2-dimethyl-nonene Ethyl-2-Phenyl-5-(4-(trifluoromethyl)phenyl)pyrimidine-4-carboxylate C(C)OC(=O)C1=NC(=NC=C1C1=CC=C(C=C1)C(F)(F)F)C1=CC=CC=C1.CC(C)(C=CCCCCC)C